N-(2-cyano-2'-fluoro-3'-methoxybiphenyl-3-yl)-5,6,7,8-tetrahydroimidazo[1,2-a]pyrazine-2-carboxamide C(#N)C1=C(C=CC=C1NC(=O)C=1N=C2N(CCNC2)C1)C1=C(C(=CC=C1)OC)F